ClC=1C(=C(C=CC1Cl)NC1=NC=NC2=CC=C(C(=C12)OCCO)NC(C=CC1N(CCC1)C)=O)F N-(4-((3,4-dichloro-2-fluorophenyl)amino)-5-(2-hydroxyethoxy)quinazolin-6-yl)-3-(1-methylpyrrolidin-2-yl)acrylamide